2-Hydroxy-3-naphthalenecarboxylic acid methyl ester COC(=O)C=1C(=CC2=CC=CC=C2C1)O